FC1=C2C=CNC2=CC(=C1OC1=CC=C2CCN3C(C2=C1)=NC=C3[C@@H](C)C=3C(=C(C=CC3)CC(=O)O)F)F (S)-2-(3-(1-(9-((4,6-difluoro-1H-indol-5-yl)oxy)-5,6-dihydroimidazo[2,1-a]isoquinolin-3-yl)ethyl)-2-fluorophenyl)acetic acid